C#CCCCCC Hept-1-yne